COC1=CC=C(C=C1)[PH3+] (4-methoxyphenyl)phosphonium